CC(CCOCCCCCCCCCCC(C)C)CCC=C(COCCCCCCCCCCC(C)C)C 1,1'-[(3,7-dimethyl-6-octenylene)bis(oxy)]Bis-isotridecane